CC1=C(C=C(C=C1)[N+](=O)[O-])S(=O)(=O)N[C@H]1[C@H](C1)C1=CC=CC=C1 Cis-2-methyl-5-nitro-N-(2-phenylcyclopropyl)benzenesulfonamide